(S)-1-(3-((1-(2,2-difluorobenzo[d][1,3]dioxol-5-yl)ethyl)amino)-4-fluorophenyl)-3-(trifluoromethyl)-1,4,5,6-tetrahydro-7H-indazol-7-one FC1(OC2=C(O1)C=CC(=C2)[C@H](C)NC=2C=C(C=CC2F)N2N=C(C=1CCCC(C21)=O)C(F)(F)F)F